[I-].CO[Si](CCC[N+]1(C=NC=C1)C)(OC)OC 3-(3-trimethoxysilylpropyl)-3-methyl-imidazolium iodide